BrC=1C=C2C(=NC=NC2=CC1)N1CCC(CC1)C1=C(C=C(C=C1)F)F 6-bromo-4-(4-(2,4-difluorophenyl)piperidin-1-yl)quinazoline